S1C=NC2=C1C=CC(=C2)CN(C(=O)[C@H]2N(CCC2)S(=O)(=O)C2=CC=C(C)C=C2)C2CC1(CC1(F)F)C2 (S)-N-(benzo[d]thiazol-5-ylmethyl)-N-((3R,5s)-1,1-difluorospiro[2.3]hexan-5-yl)-1-tosylpyrrolidine-2-carboxamide